C(C1=CC=CC=C1)(=O)N1CCN(CC1)C1=CC=C(C=C1)C(/C=C/C1=CC=C(C=C1)/C=C/C(CO)=O)=O (E)-4-[4-[(E)-3-[4-(4-Benzoylpiperazin-1-yl)phenyl]-3-oxoprop-1-enyl]phenyl]-1-hydroxybut-3-en-2-one